8-chloro-1-[4-(3-chloropyridin-2-yl)piperazin-1-yl]-5-methoxy-5,6-dihydro-4H-[1,2,4]triazolo[4,3-a][1]benzazepine ClC=1C=CC2=C(CC(CC=3N2C(=NN3)N3CCN(CC3)C3=NC=CC=C3Cl)OC)C1